NCC1=NNC(C2=CC=C(C=C12)C=1C=NN(C1C1=C(C#N)C(=CC(=C1F)Cl)OC1(CC1)C(F)F)C)=O 2-(4-(4-(aminomethyl)-1-oxo-1,2-dihydro-phthalazin-6-yl)-1-methyl-1H-pyrazol-5-yl)-4-chloro-6-(1-(difluoromethyl)cyclopropyloxy)-3-fluorobenzonitrile